C(=O)(O)C1CCC(CC1)[N+]1=NOC(=C1)[N-]C(NC1=CC(=CC(=C1)C(F)(F)F)NC(CC1=C(C=CC=C1)C)=O)=O (3-((1R,4R)-4-Carboxycyclohexyl)-1,2,3-oxadiazol-3-ium-5-yl)((3-(2-(o-tolyl)acetamido)-5-(trifluoromethyl)phenyl)carbamoyl)amide